3-(5-(difluoromethyl)-1,3,4-thiadiazol-2-yl)-N-(1-(difluoromethyl)cyclopropyl)-8-(4-isobutyrylpiperazin-1-yl)imidazo[1,5-a]pyridine-6-sulfonamide FC(C1=NN=C(S1)C1=NC=C2N1C=C(C=C2N2CCN(CC2)C(C(C)C)=O)S(=O)(=O)NC2(CC2)C(F)F)F